(Z)-1-(3-(diethylamino)propyl)-3-(methoxyimino)indolin-2-one C(C)N(CCCN1C(\C(\C2=CC=CC=C12)=N/OC)=O)CC